C(#N)C(=CC=1C=C(CCNC(N[C@@H](CC2=CC=C(C=C2)C)B(O)O)=O)C=CC1)C(=O)N(CC)CC (R)-(1-(3-(3-(2-cyano-3-(diethylamino)-3-oxoprop-1-en-1-yl)phenethyl)ureido)-2-(p-tolyl)ethyl)boronic acid